1,4-diaminotetrakis(trifluoromethyl)benzene NC1=C(C(=C(C(=C1C(F)(F)F)C(F)(F)F)N)C(F)(F)F)C(F)(F)F